tert-butyl 4-carbamoylpiperazine-1-carboxylate C(N)(=O)N1CCN(CC1)C(=O)OC(C)(C)C